ClC=1C=C(C=CC1Cl)C1=C(C(NC(=C1C)C)=O)C(=O)OCC ethyl 4-(3,4-dichlorophenyl)-5,6-dimethyl-2-oxo-1H-pyridine-3-carboxylate